C1(CC1)NC1=NC=C(C=N1)B1OC(C(O1)(C)C)(C)C N-Cyclopropyl-5-(4,4,5,5-tetramethyl-1,3,2-dioxaborolan-2-yl)pyrimidin-2-amine